C12C3(C4CC(CC(C1)C4)C2)O[C@]2(OO3)C[C@@H](CCC2)C2=CC=C(OCC3(CCNCC3)O)C=C2 4-[(p-{(1R,3R)-Dispiro[cyclohexane-1,3'-[1,2,4]trioxolane-5',2''-tricyclo[3.3.1.13,7]decan]-3-yl}phenoxy)methyl]-4-piperidinol